5-(furan-3-yl)-2-iodo-[1,2,4]triazolo[1,5-a]pyridine O1C=C(C=C1)C1=CC=CC=2N1N=C(N2)I